ON(O)C(CCCCCCCCCCCCCCCCC)CC N,N-dihydroxyethyl-octadecylamine